Cl.Cl.N1[C@H](CCC1)CN (R)-pyrrolidin-2-ylmethylamine 2HCl